ClC=1C=C(C=2C=NN(C2C1)C1CCCC1)C(=O)NCC=1C(NC(=CC1C)C)=O 6-chloro-1-cyclopentyl-N-((4,6-dimethyl-2-oxo-1,2-dihydropyridin-3-yl)methyl)-1H-indazole-4-carboxamide